C(#N)C1=C(C=C(C=C1)NC([C@@](COC=1C=NC(=CC1)C#N)(C)OC(C1=CN=CC=C1)=O)=O)C(F)(F)F (S)-1-((4-cyano-3-(trifluoromethyl)phenyl)amino)-3-((6-cyanopyridin-3-yl)oxy)-2-methyl-1-oxopropane-2-ylnicotinate